trichloroepoxypropane C1C(O1)C(Cl)(Cl)Cl